CC1=C(C=CC(=C1)O)C1=C(C=CC=C1)C 2,2'-dimethyl-[1,1'-biphenyl]-4-ol